BrC(S(=O)(=O)N(S(=O)(=O)C(Br)(Br)Br)[Si](OCCC)(CCC)CCC)(Br)Br [bis(tribromomethanesulfonyl)amino]Bis(3-propyl)(3-propoxy)silane